C1(CC1)CC(C1=CC=C(C=C1)C1(CC1)NC(C(F)(F)F)=O)N1CCN(CC1)C(=O)OC(C)(C)C tert-butyl 4-[2-cyclopropyl-1-(4-{1-[(trifluoroacetyl)amino]cyclopropyl}phenyl)ethyl]piperazine-1-carboxylate